Cl.CNC1(CCC2(OCCO2)CC1)C1=CC=CC=C1 N-methyl-8-phenyl-1,4-dioxaspiro[4.5]decan-8-amine hydrochloride